(S)-3-(2-(difluoromethoxy)phenyl)-6-(2-((R)-3-oxohexahydroimidazo[1,5-a]pyrazin-7(1H)-yl)pyrimidin-5-yl)-2,3-dihydropyrazolo[1,2-a]indazol-9(1H)-one FC(OC1=C(C=CC=C1)[C@@H]1CCN2N1C=1C=C(C=CC1C2=O)C=2C=NC(=NC2)N2C[C@@H]1N(CC2)C(NC1)=O)F